(S)-4-(7-((3-(benzyloxy)naphthalen-1-yl)methyl)-2-chloro-5-methyl-5H-pyrrolo[3,2-D]pyrimidin-4-yl)-2-(cyanomethyl)piperazine-1-carboxylic acid benzyl ester C(C1=CC=CC=C1)OC(=O)N1[C@H](CN(CC1)C=1C2=C(N=C(N1)Cl)C(=CN2C)CC2=CC(=CC1=CC=CC=C21)OCC2=CC=CC=C2)CC#N